tert-butyl (2-(4-methyl-2-oxopyridin-1(2H)-yl)ethyl)carbamate CC1=CC(N(C=C1)CCNC(OC(C)(C)C)=O)=O